FC1(C[C@H](CC1)[C@H](C(=O)NC=1SC=C(N1)C)C1=CC=C(C=C1)C=1N=NN(N1)C)F (S)-2-((S)-3,3-Difluorocyclopentyl)-2-(4-(2-methyl-2H-tetrazol-5-yl)phenyl)-N-(4-methylthiazol-2-yl)acetamide